4-(3-(2-ethoxy-2-oxoethyl)-1H-indol-1-yl)butanoic acid ethyl ester C(C)OC(CCCN1C=C(C2=CC=CC=C12)CC(=O)OCC)=O